7-(1-(tetrahydro-2H-pyran-2-yl)-1H-pyrazol-3-yl)imidazo[1,2-a]pyridine O1C(CCCC1)N1N=C(C=C1)C1=CC=2N(C=C1)C=CN2